C(#N)CN1C(=CC2=CC=CC=C12)C1=NC2=C(N1C)C=CC(=C2)C(=O)N2C[C@@H](CCC2)NC(OC(C)(C)C)=O (R)-tert-butyl (1-(2-(1-(cyanomethyl)-1H-indol-2-yl)-1-methyl-1H-benzo[d]imidazole-5-carbonyl)piperidin-3-yl)carbamate